(+)-2-(1-(4-amino-3-(3-methyl-1H-indazol-6-yl)-1H-pyrazolo[3,4-d]pyrimidin-1-yl)ethyl)-3-(3-fluorophenyl)-4H-chromen-4-one NC1=C2C(=NC=N1)N(N=C2C2=CC=C1C(=NNC1=C2)C)C(C)C=2OC1=CC=CC=C1C(C2C2=CC(=CC=C2)F)=O